C1(CCCCC1)N=C=NC1CCCCC1 N,N'-dicyclohexylmethanediimine